NC1=C2C(=NC=N1)N(N=C2C2=CC=C1C=C(NC1=C2)C(=O)NC=2SC=CN2)C(C)(C)C 6-(4-amino-1-tert-butyl-pyrazolo[3,4-d]pyrimidin-3-yl)-N-thiazol-2-yl-1H-indole-2-carboxamide